FC1(CC(C1)O)F 3,3-difluorocyclobutane-1-ol